FC1CCN(CC1)C=1C=C(CN2C(CN(CC2)C(=O)N2N=C(C=C2)NS(=O)(=O)C)C)C=CC1C(F)(F)F N-(1-(4-(3-(4-Fluoropiperidin-1-yl)-4-(trifluoromethyl)benzyl)-3-methylpiperazine-1-carbonyl)-1H-pyrazol-3-yl)methanesulfonamide